C(C)(=O)N1CC(C1)C(=O)O[C@H]1[C@H](N(C[C@@H]1OC(=O)OC(C)(C)C)C(=O)OC(C)(C)C)CC1=CC=C(C=C1)OC tert-butyl (2R,3S,4S)-3-(1-acetylazetidine-3-carbonyloxy)-4-[(tert-butoxycarbonyl)oxy]-2-[(4-methoxyphenyl)methyl]pyrrolidine-1-carboxylate